((1-(3-fluoro-9-methyl-7-oxo-5,7-dihydro-6H-benzo[c]xanthen-11-yl)ethyl)amino)benzoic acid FC=1C=CC2=C(CCC=3C(C=4C=C(C=C(C4OC23)C(C)NC2=C(C(=O)O)C=CC=C2)C)=O)C1